ClC=1C=C(C=CC1)C1CC(C=C(C1)O)=O 3'-chloro-5-hydroxy-1,6-dihydro-[1,1'-biphenyl]-3(2H)-one